NC1=NC=2C=C(C(=CC2C2=C1C=NN2C)C(=O)N(C)[C@@H]2CSC1=C2C=CC(=C1)Br)F 4-amino-N-((3S)-6-bromo-2,3-dihydro-1-benzothien-3-yl)-7-fluoro-N,1-dimethyl-1H-pyrazolo[4,3-c]quinoline-8-carboxamide